(S)-2-amino-3-(tert-butoxy)-2-methylpropanoic acid N[C@](C(=O)O)(COC(C)(C)C)C